COC1=NC=C(C(=N1)C)C(=O)OC methyl 2-methoxy-4-methylpyrimidine-5-carboxylate